C(=O)(O)[C@@H](C)N[C@@H](CCC)C(=O)O N-[1-(R)-(carboxy)ethyl]-(S)-norvaline